(S)-8-(6-((R)-1-(4-([1,2,4]triazolo[1,5-a]pyridin-6-yl)phenyl)-2,2,2-trifluoroethoxy)-2-aminopyrimidin-4-yl)-2,8-diazaspiro[4.5]decane-3-carboxylic acid N=1C=NN2C1C=CC(=C2)C2=CC=C(C=C2)[C@H](C(F)(F)F)OC2=CC(=NC(=N2)N)N2CCC1(C[C@H](NC1)C(=O)O)CC2